BrC(C(=O)NCCNC(CNN)=O)(C)C 2-bromo-N-(2-(2-hydrazinoacetamido)ethyl)-2-methylpropanamide